CC(C(=C)C(=O)O)C(=O)O The molecule is a dicarboxylic acid that is succinic acid substituted by a methylene group at position 2 and a methyl group at position 3. It is a dicarboxylic acid and an olefinic compound. It derives from a succinic acid. It is a conjugate acid of a 2-methylene-3-methylsuccinate(2-).